ClC1=NC=CC(=C1Cl)B(O)O 2,3-dichloropyridine-4-boronic acid